5-(3-ethylheptadecan-3-yl)oxazol-2(3H)-one C(C)C(CC)(CCCCCCCCCCCCCC)C1=CNC(O1)=O